(1-(3-fluorobenzyl)-1H-indol-3-yl)(4-(pyrimidin-2-yl)piperazin-1-yl)methanone FC=1C=C(CN2C=C(C3=CC=CC=C23)C(=O)N2CCN(CC2)C2=NC=CC=N2)C=CC1